(7S,8R)-2-((5-((R)-2-Aminobutan-2-yl)-8-(((2R,4R)-4-(ethylsulfonyl)pentan-2-yl)oxy)-2,7-naphthyridin-3-yl)amino)-7,8-dimethyl-7,8-dihydro-5H-pyrano[4,3-b]pyridin-5-one N[C@](C)(CC)C1=C2C=C(N=CC2=C(N=C1)O[C@H](C)C[C@@H](C)S(=O)(=O)CC)NC1=CC=C2C(=N1)[C@H]([C@@H](OC2=O)C)C